1-(4-Amino-6,7-dimethyl-1,3-dihydro-2H-pyrrolo[3,4-c]pyridin-2-yl)-2-[trans-2-(6-fluoropyridin-3-yl)cyclopropyl]ethanon NC1=NC(=C(C2=C1CN(C2)C(C[C@H]2[C@@H](C2)C=2C=NC(=CC2)F)=O)C)C